N-((3R,5S)-5-((1H-1,2,4-triazol-1-yl)methyl)-1-cyanopyrrolidin-3-yl)-5-(3-cyanophenyl)oxazole-2-carboxamide N1(N=CN=C1)C[C@@H]1C[C@H](CN1C#N)NC(=O)C=1OC(=CN1)C1=CC(=CC=C1)C#N